ONCCC1=CNC2=CC=CC=C12 N-Hydroxyl-Tryptamine